2-fluoro-5-methoxy-4-[(3-{4-[(1-methylpiperidin-4-yl)amino]-1-(2,2,2-trifluoroethyl)-1H-indol-2-yl}prop-2-yn-1-yl)amino]benzamide FC1=C(C(=O)N)C=C(C(=C1)NCC#CC=1N(C2=CC=CC(=C2C1)NC1CCN(CC1)C)CC(F)(F)F)OC